FC(C1=NNC(=C1)C#N)(F)F 3-(trifluoromethyl)-1H-pyrazole-5-carbonitrile